Silver Pyruvate C(C(=O)C)(=O)[O-].[Ag+]